(S)-4-morpholino-3-((2-nitro-4-sulfamoylphenyl)amino)butanoic acid methyl ester COC(C[C@@H](CN1CCOCC1)NC1=C(C=C(C=C1)S(N)(=O)=O)[N+](=O)[O-])=O